(E)-2-fluoro-3-phenylbut-2-en-1-amine hydrochloride Cl.F\C(\CN)=C(/C)\C1=CC=CC=C1